(S)-2-(3-(2,5-dioxo-2,5-dihydro-1H-pyrrol-1-yl)propanamido)-3-methylbutanamide O=C1N(C(C=C1)=O)CCC(=O)N[C@H](C(=O)N)C(C)C